C1(CCCC1)N1C(=CC2=C1N=C(N=C2)NC2=NC=C(C=C2)N2CCN(CC2)CC=2C(=C1C(N(C(C1=CC2)=O)C2C(NC(CC2)=O)=O)=O)F)C(=O)N(C)C 7-cyclopentyl-2-((5-(4-((2-(2,6-dioxopiperidin-3-yl)-4-fluoro-1,3-dioxoisoindoline-5-yl)methyl)piperazin-1-yl)pyridin-2-yl)amino)-N,N-dimethyl-7H-pyrrolo[2,3-d]pyrimidine-6-carboxamide